5-((S)-2-aminohexanamido)-2-methyl-N-((R)-1-(naphthalen-1-yl)ethyl)benzamide N[C@H](C(=O)NC=1C=CC(=C(C(=O)N[C@H](C)C2=CC=CC3=CC=CC=C23)C1)C)CCCC